tert-Butyl 4-(2-hydroxypropyl)piperidine-1-carboxylate OC(CC1CCN(CC1)C(=O)OC(C)(C)C)C